N1(C=NC=C1)CC1=CC=C(C=C1)C1=NOC(C1)(O)C(F)(F)F 3-[4-(1H-imidazol-1-ylmethyl)phenyl]-5-(trifluoromethyl)-4,5-dihydro-1,2-oxazol-5-ol